(R)-5-(4-chloro-2-fluorophenyl)-7-(3-(dimethylamino)piperidin-1-yl)-2,3-dimethylpyrido[4,3-d]pyrimidin-4(3H)-one ClC1=CC(=C(C=C1)C1=NC(=CC=2N=C(N(C(C21)=O)C)C)N2C[C@@H](CCC2)N(C)C)F